bromo-4-(5,5,5-trifluoropentyl)benzene BrC1=CC=C(C=C1)CCCCC(F)(F)F